1-(5-methoxy-2,2-dimethyl-2H-chromen-6-yl)-3-(2-(4-(pentyloxy)phenyl)-1H-benzo[d]imidazol-5-yl)urea COC1=C2C=CC(OC2=CC=C1NC(=O)NC1=CC2=C(NC(=N2)C2=CC=C(C=C2)OCCCCC)C=C1)(C)C